1-(5-ethylpyrimidin-2-yl)-N-(5-(4-(methylsulfonyl)phenyl)thiazolo[5,4-b]pyridin-2-yl)piperidin-4-carboxamid C(C)C=1C=NC(=NC1)N1CCC(CC1)C(=O)NC=1SC2=NC(=CC=C2N1)C1=CC=C(C=C1)S(=O)(=O)C